tert-Butyl 3-fluoro-4-(methylsulfonyloxymethyl)piperidine-1-carboxylate FC1CN(CCC1COS(=O)(=O)C)C(=O)OC(C)(C)C